N-(3-hydroxybutyl)-N-methyl-3-(2-methyl-1-oxo-1,2-dihydro-6-isoquinolinyl)-6-quinoxalinecarboxamide OC(CCN(C(=O)C=1C=C2N=C(C=NC2=CC1)C=1C=C2C=CN(C(C2=CC1)=O)C)C)C